(rac)-methyl 6-{3-[1-(1,3-dioxo-1,3-dihydro-2H-isoindol-2-yl)ethyl]pyrazin-2-yl}pyridine-3-carboxylate O=C1N(C(C2=CC=CC=C12)=O)[C@H](C)C=1C(=NC=CN1)C1=CC=C(C=N1)C(=O)OC |r|